O1N=CC(=C1)C(=O)N1CCC2(C(C2)CNC(=O)C2=CC=3C(=CN=CC3)O2)CC1 N-[[6-(isoxazole-4-carbonyl)-6-azaspiro[2.5]octan-2-yl]methyl]furo[2,3-c]pyridine-2-carboxamide